CC1=C(C(=CC=C1)C)NC1=NN(C2=NC(=NC=C21)NC2=CC=C1CCN(CC1=C2)C(CCC2=C1CN(C(C1=CC=C2)=O)C2C(NC(CC2)=O)=O)=O)C 3-(4-(3-(7-((3-((2,6-dimethylphenyl)amino)-1-methyl-1H-pyrazolo[3,4-d]pyrimidin-6-yl)amino)-3,4-dihydroisoquinolin-2(1H)-yl)-3-oxopropyl)-1-oxoisoindolin-2-yl)piperidine-2,6-dione